C=1N=CN2C1C1=CC=CC=C1[C@H]2[C@@H]2[C@H](C=1N(CC2)N=CC1C)O (4R,5R)-5-((R)-5H-Imidazo[5,1-a]isoindol-5-yl)-3-methyl-4,5,6,7-tetrahydropyrazolo[1,5-a]pyridin-4-ol